1-(3-chlorobicyclo[1.1.1]pentan-1-yl)-3,3-dimethylhex-5-en-1-one ClC12CC(C1)(C2)C(CC(CC=C)(C)C)=O